N-(4-(5-(difluoromethyl)-1,3,4-oxadiazol-2-yl)benzyl)-N-(1-ethyl-1H-indazol-6-yl)methanesulfonamide FC(C1=NN=C(O1)C1=CC=C(CN(S(=O)(=O)C)C2=CC=C3C=NN(C3=C2)CC)C=C1)F